(3R)-1-[(1R)-1,2,2-trimethylpropyl]imidazo[4,5-c]quinoline C[C@H](C(C)(C)C)N1C=NC=2C=NC=3C=CC=CC3C21